triglycidyl butenetricarboxylate C(C=CC)(C(=O)OCC1CO1)(C(=O)OCC1CO1)C(=O)OCC1CO1